FC1=CC=C2C(=NN(C2=C1C)C=1C=NC(=CC1)F)C=1C2=CN(N=C2C=CC1)C 6-fluoro-1-(6-fluoropyridin-3-yl)-2',7-dimethyl-1H,2'H-3,4'-biindazole